1,4-dimethyltriazole CC1=CN(N=N1)C